OB(C1=CC=C(C[C@H](N)C(=O)O)C=C1)O 4-dihydroxyboranyl-phenylalanine